(2-(3-(1-acetylpiperidin-4-yl)-4-(2,6-difluoro-4-methylphenyl)-1H-indazol-1-yl)acetyl)glycylglycine C(C)(=O)N1CCC(CC1)C1=NN(C2=CC=CC(=C12)C1=C(C=C(C=C1F)C)F)CC(=O)NCC(=O)NCC(=O)O